The molecule is a dipeptide obtained by formal condensation of the carboxy group of L-tyrosine with the amino group of L-methionine. It has a role as a mouse metabolite and a rat metabolite. CSCC[C@@H](C(=O)O)NC(=O)[C@H](CC1=CC=C(C=C1)O)N